OC=1C=C(C=C(C1O)OC)C1(C2=CC=CC=C2C=2C=CC=CC12)C1=CC(=C(C(=C1)OC)O)O 9,9-bis(3,4-dihydroxy-5-methoxyphenyl)fluorene